4-methyl-1-(3-sulfopropyl)pyridinium tert-butyl-(1R,5S,7s)-7-((4-(2-aminopyrazolo[1,5-a]pyridin-5-yl)-6-methylpyridin-3-yl)oxy)-3-oxa-9-azabicyclo[3.3.1]nonane-9-carboxylate C(C)(C)(C)OC(=O)N1[C@H]2COC[C@@H]1CC(C2)OC=2C=NC(=CC2C2=CC=1N(C=C2)N=C(C1)N)C.CC1=CC=[N+](C=C1)CCCS(=O)(=O)O